(E)-ethyl (2-cyano-2-(2-(3,5-dichloro-4-((1-methyl-1H-benzo[d]imidazol-6-yl)oxy)phenyl)hydrazono)acetyl)carbamate C(#N)\C(\C(=O)NC(OCC)=O)=N/NC1=CC(=C(C(=C1)Cl)OC=1C=CC2=C(N(C=N2)C)C1)Cl